CC(C)(C)OC(=O)N1CCC(CC1)N1N=CC(=C1)C1=CC(=C(C=C1)NC1=NC=C(C(=N1)NC1=C(C=CC=C1)C(NOC)=O)C(F)(F)F)OC 2-methylpropan-2-yl-4-(4-{3-methoxy-4-[(4-{[2-(4-oxo-3-aza-2-oxabutan-4-yl)phenyl]amino}-5-(trifluoromethyl)pyrimidin-2-yl)amino]phenyl}pyrazol-1-yl)piperidin-1-carboxylate